5-(1,1,1-trifluoro-2-methylpropan-2-yl)isoxazol FC(C(C)(C)C1=CC=NO1)(F)F